4-Chloro-7-[(3R*)-1-{4-[4-(dibutoxymethyl)piperidin-1-yl]phenyl}piperidin-3-yl]-1H-indole-3-carbonitrile ClC1=C2C(=CNC2=C(C=C1)[C@@H]1CN(CCC1)C1=CC=C(C=C1)N1CCC(CC1)C(OCCCC)OCCCC)C#N |o1:10|